N1CC(C1)NC=1C=CC(=C(C1)C(C(=O)N)(CC)N1C=2C(=CC=C1)N=C(N2)SCC2=CC=C(C=C2)CC)C (5-(azetidin-3-ylamino)-2-methylphenyl)-2-(2-((4-ethylbenzyl)thio)-4H-imidazo[4,5-b]pyridin-4-yl)butanamide